(E)-4-(benzofuran-2-yl)-2-(3,7-dimethylocta-2,6-dien-1-yl)-5-pentylbenzene-1,3-diol O1C(=CC2=C1C=CC=C2)C2=C(C(=C(C=C2CCCCC)O)C\C=C(\CCC=C(C)C)/C)O